6-phenyl-3-propyl-2-thioxo-2,3-dihydrothieno[3,2-d]pyrimidin-4(1H)-one C1(=CC=CC=C1)C1=CC=2NC(N(C(C2S1)=O)CCC)=S